tetramethyl-p-xylene diphosphate OP(O)(=O)OP(=O)(O)O.CC1=C(C(=C(C(=C1C)C)C)C)C